C(C)(C)(C)OC(N(CC=1N=C2N(C=C(C=C2)C2CC2)C1)C1=NC=NC(=C1)N=[N+]=[N-])=O.C(C)(=O)N1CCN(CC1)C1=CC=C(C=C1)NC1=NC2=C(C=CC=C2C=N1)C=1C=C(C=CC1)NC(C=C)=O N-(3-(2-((4-(4-acetylpiperazin-1-yl)phenyl)amino)quinazolin-8-yl)phenyl)acrylamide tert-butyl-(6-azidopyrimidin-4-yl)((6-cyclopropylimidazo[1,2-a]pyridin-2-yl)methyl)carbamate